CC1=C(C=C(C(=C1C)OCC(C)C)CC)O 2,3-Dimethyl-5-ethyl-4-isobutoxy-phenol